C(C1=CC=CC=C1)OC1=C(C(OC12CCC(CC2)OCCOCCN2CCN(CC2)CCOCC(=O)OCC)=O)C2=C(C=C(C=C2C)C)C ethyl 2-(2-(4-(2-(2-(((5r,8r)-4-(benzyloxy)-3-mesityl-2-oxo-1-oxaspiro[4.5]dec-3-en-8-yl)oxy)ethoxy)ethyl)piperazin-1-yl)ethoxy)acetate